3,5-dichloro-1-methyl-indazol ClC1=NN(C2=CC=C(C=C12)Cl)C